COC(CSCCNC1=CC(=NC=C1C#N)NC(=O)N1CCCC2=CC(=C(N=C12)C=O)CN1C(CN(CC1)C)=O)=O Methyl-2-((2-((5-cyano-2-(7-formyl-6-((4-methyl-2-oxopiperazin-1-yl)methyl)-1,2,3,4-tetrahydro-1,8-naphthyridine-1-carboxamido)pyridin-4-yl)amino)ethyl)thio)acetate